(S)-4-chloro-2-(4-(ethyl(6-fluoropyridazin-3-yl)amino)phenyl)-5-(((3-fluorotetrahydro-2H-pyran-3-yl)methyl)amino)pyridazin-3(2H)-one ClC=1C(N(N=CC1NC[C@@]1(COCCC1)F)C1=CC=C(C=C1)N(C=1N=NC(=CC1)F)CC)=O